The molecule is a pentitol (five-carbon sugar alcohol) having meso-configuration, being derived from xylose by reduction of the carbonyl group. It has a role as a sweetening agent, an allergen, a hapten, a human metabolite, an algal metabolite, a Saccharomyces cerevisiae metabolite and a mouse metabolite. C([C@H](C([C@H](CO)O)O)O)O